5-hydroxy-2R-(4-hydroxyphenyl)-8-methoxy-4-oxobenzopyran-7-carboxylic acid OC1=CC(=C(C2=C1C(C=C(O2)C2=CC=C(C=C2)O)=O)OC)C(=O)O